N-[(8-anti)-3-Azabicyclo[3.2.1]oct-8-yl]-5-(8-fluoro-2-methylimidazo[1,2-a]pyridin-6-yl)-N-methyl[1,3]thiazolo[5,4-d]pyrimidin-2-amin C12CNCC(CC1)C2N(C=2SC=1N=C(N=CC1N2)C=2C=C(C=1N(C2)C=C(N1)C)F)C